BrC1=CC2=C(N=C(N=C2)N[C@@H]2CC[C@H](CC2)N(C)C)N(C1=O)CC trans-6-bromo-2-((4-(dimethylamino)cyclohexyl)amino)-8-ethylpyrido[2,3-d]pyrimidin-7(8H)-one